ClC=1C(=NC=C(C1)C(F)(F)F)O[C@@H]1C[C@@H]2CN([C@H]1CC2)C=O ((1S,4R,6R)-6-((3-chloro-5-(trifluoromethyl)pyridin-2-yl)oxy)-2-azabicyclo[2.2.2]oct-2-yl)methanone